FURO[3,4-B]PYRIDINE-3-CARBOXYLATE N=1C=2C(C=C(C1)C(=O)[O-])=COC2